C(C)(C)(C)OC(=O)N[C@@H](CN1C=NC=C1C(=O)OC)C methyl 3-[(2R)-2-(tert-butoxycarbonylamino)propyl]imidazole-4-carboxylate